BrC=1C(=C2C=NC(=NC2=CC1)N=S(C)(C)=C=O)Cl ((6-bromo-5-chloroquinazolin-2-yl)imino)dimethyl-lambda6-Thioketone